[I-].CC1(C=[N+](C2=CC=CC=C12)CCC)C 3,3-dimethyl-1-propylindolium iodid